F[C@H](CNC(=O)C=1C(=C2C(=NC1)SC(=C2)C2=CN=CS2)NC(C)C)C(C)(C)O (R)-N-(2-Fluoro-3-hydroxy-3-methylbutyl)-4-(isopropylamino)-2-(thiazol-5-yl)thieno[2,3-b]pyridin-5-carboxamid